N-(benzofuran-2-ylmethyl)-1-(3,5-difluorobenzyl)-3-methyl-2-oxo-1,2,3,4-tetrahydroquinazoline-7-carboxamide O1C(=CC2=C1C=CC=C2)CNC(=O)C2=CC=C1CN(C(N(C1=C2)CC2=CC(=CC(=C2)F)F)=O)C